[La].[Ce].CCOCCN1C(CCC1)=O N-(2-ethoxy)ethylpyrrolidone cerium-lanthanum